C(C)S(=O)(=O)C1=NN2C(N=CC=C2C2=CC=NN2C)=C1C1=NC=C(C=C1)OCC(C(F)(F)F)(F)F 2-(ethylsulfonyl)-7-(1-methyl-1H-pyrazol-5-yl)-3-(5-(2,2,3,3,3-pentafluoropropoxy)pyridin-2-yl)pyrazolo[1,5-a]pyrimidine